ClC1=CC=C(C=C1)C1=N[C@H](C=2N(C3=C1C(=C(S3)C)C)C(=NN2)C)CC(=O)OC(C)(C)C tert-butyl (S)-2-(4-(4-chloro-phenyl)-2,3,9-trimethyl-6H-thieno[3,2-f][1,2,4]triazolo[4,3-a][1,4]diazepin-6-yl)acetate